5-[4-(4-methoxypyrimidin-2-yl)piperidine-1-carbonyl]-6-methyl-N-(1-methylcyclopropyl)furo[2,3-d]pyrimidin-4-amine COC1=NC(=NC=C1)C1CCN(CC1)C(=O)C1=C(OC=2N=CN=C(C21)NC2(CC2)C)C